The molecule is a tetrahydrofolic acid. It has a role as a Saccharomyces cerevisiae metabolite. It is a conjugate acid of a 5,6,7,8-tetrahydrofolate(2-). C1C(NC2=C(N1)N=C(NC2=O)N)CNC3=CC=C(C=C3)C(=O)N[C@@H](CCC(=O)O)C(=O)O